3-(6-(2,5-dimethylbenzyloxy)naphthalen-2-yl)-1-isopropyl-1H-pyrazolo[3,4-d]pyrimidin-4-amine CC1=C(COC=2C=C3C=CC(=CC3=CC2)C2=NN(C3=NC=NC(=C32)N)C(C)C)C=C(C=C1)C